C(C)N1CC(OC2(CC2)C1)C1CCN(CC1)CCC1=CC=CC=C1 7-Ethyl-5-(1-phenethylpiperidin-4-yl)-4-oxa-7-azaspiro[2.5]octane